ClC1=C(C=CC(=C1I)F)N(S(=O)(=O)CC1CC1)S(=O)(=O)CC1CC1 N-(2-chloro-4-fluoro-3-iodophenyl)-1-cyclopropyl-N-((cyclopropylmethyl)sulfonyl)methanesulfonamide